NC(C[C@H](C(=O)NCC[C@H](C(=O)OC1=CC=2C(=C3C(=NC2C=C1)C1=CC2=C(C(N1C3)=O)COC([C@]2(O)CC)=O)CC)C)NC(CCCCCCC)=O)=O (S)-4,11-diethyl-4-hydroxy-3,14-dioxo-3,4,12,14-tetrahydro-1H-pyrano[3',4':6,7]indolizino[1,2-b]quinolin-9-yl (R)-4-((R)-4-amino-2-octanamido-4-oxobutanamido)-2-methylbutanoate